(S)-3-cyano-N-(1-(3-(5-((dimethyl(oxo)-λ6-sulfaneylidene)amino)pyridin-2-yl)pyrazin-2-yl)ethyl)-5-(trifluoromethyl)benzamide C(#N)C=1C=C(C(=O)N[C@@H](C)C2=NC=CN=C2C2=NC=C(C=C2)N=S(=O)(C)C)C=C(C1)C(F)(F)F